BrC1=C(C(=C(C=C1)F)OC)F 1-Bromo-2,4-difluoro-3-methoxybenzene